4-(6-(1'-isobutyl-[1,4'-bipiperidin]-4-yl)-4-methyl-1H-benzo[d]imidazol-2-yl)quinoline C(C(C)C)N1CCC(CC1)N1CCC(CC1)C=1C=C(C2=C(NC(=N2)C2=CC=NC3=CC=CC=C23)C1)C